1,5-dimethoxysilyl-pentane CO[SiH2]CCCCC[SiH2]OC